racemic-(2R,3S,4S,5R)-3-(3,4-difluoro-2-hydroxy-phenyl)-4,5-dimethyl-5-(trifluoromethyl)tetrahydrofuran-2-carboxylic acid methyl ester COC(=O)[C@@H]1O[C@]([C@H]([C@H]1C1=C(C(=C(C=C1)F)F)O)C)(C(F)(F)F)C |r|